2-(((tert-butyldimethylsilyl)oxy)methyl)-5-(3-methyloxetan-3-yl)pyridine [Si](C)(C)(C(C)(C)C)OCC1=NC=C(C=C1)C1(COC1)C